CC=1N=CC=2C3=C(C=CC2C1)CC(O3)C(C)(C)O 2-(7-methyl-2,3-dihydrofuro[3,2-h]isoquinoline-2-yl)-propan-2-ol